7-((2,4-dimethoxybenzyl)oxy)-4-trifluoromethyl-2H-1-benzopyran-2-one COC1=C(COC2=CC3=C(C(=CC(O3)=O)C(F)(F)F)C=C2)C=CC(=C1)OC